C(C)(=O)N(N(C(=O)C1=CC=2C3=C(C(=NC2C=C1)N)C=NN3C)CC3=CC=C(C=C3)C(F)(F)F)C N'-acetyl-4-amino-N',1-dimethyl-N-(4-(trifluoromethyl)benzyl)-1H-pyrazolo[4,3-c]quinoline-8-carbohydrazide